FC1(CN(CCC1)C1CCN(CC1)C(=O)OC(C)(C)C)F tert-Butyl 3,3-difluoro-[1,4'-bipiperidine]-1'-carboxylate